C(=O)O.CN(C(CCN(CCC[C@H](C(C)C)N1CC2(C1)CN(CC2)C=2N=CN=NC2OC2=C(C(=O)N(C(C)C)CC)C=C(C=C2)F)C)=O)C (R)-2-((5-(2-(6-((3-(dimethylamino)-3-oxopropyl)(methyl)amino)-2-methylhex-3-yl)-2,6-diazaspiro[3.4]oct-6-yl)-1,2,4-triazin-6-yl)oxy)-N-ethyl-5-fluoro-N-isopropylbenzamide formate